1-benzyl-N-{2-fluoro-3-[6-oxo-4-(trifluoromethyl)-1,6-dihydropyrimidin-2-yl]-4-(trifluoromethyl)benzyl}piperidine-4-carboxamide C(C1=CC=CC=C1)N1CCC(CC1)C(=O)NCC1=C(C(=C(C=C1)C(F)(F)F)C=1NC(C=C(N1)C(F)(F)F)=O)F